(S)-4-(1-(5-(6-chloro-7-fluoro-3-(1H-imidazol-1-yl)-5-methoxy-1-methyl-1H-indol-2-yl)-1H-1,2,4-triazol-3-yl)-2-methoxyethyl)morpholine ClC1=C(C=C2C(=C(N(C2=C1F)C)C1=NC(=NN1)[C@@H](COC)N1CCOCC1)N1C=NC=C1)OC